N-[(1S)-2-[[(1S)-2-amino-2-oxo-1-[[(3S)-2-oxo-3-piperidyl]methyl]ethyl]amino]-1-(cyclopropylmethyl)-2-oxo-ethyl]-6-chloro-7-fluoro-1H-indole-2-carboxamide NC([C@H](C[C@H]1C(NCCC1)=O)NC([C@H](CC1CC1)NC(=O)C=1NC2=C(C(=CC=C2C1)Cl)F)=O)=O